O.O.C(C)(=O)O[Mn](OC(C)=O)OC(C)=O bis(acetyloxy)manganio acetate dihydrate